[Br-].C(C)(=O)O[C@@]1([C@@H](O)O[C@@H]([C@@]([C@@]1(O)OC(C)=O)(O)OC(C)=O)C(O)OC(C)=O)O 2,3,4,6-tetraacetoxy-α-D-galactopyranose bromide